NCCOCCOCCOCCOCCOCCOCCOCCOCCC(=O)O 1-amino-3,6,9,12,15,18,21,24-octaoxaheptacosan-27-oic acid